C1(CC1)S(=O)(=O)NC=1SC=C(N1)C(C(=O)NC1=C(C=C(C=C1)C1=NC(=CN=C1)C(F)(F)F)C(F)(F)F)(C)C 2-(2-(cyclopropanesulfonylamino)thiazol-4-yl)-2-methyl-N-(2-(trifluoromethyl)-4-(6-(trifluoromethyl)pyrazin-2-yl)phenyl)propanamide